(S)-5-cyclopropyl-N-(5-methyl-4-oxo-2,3,4,5-tetrahydrobenzo[b][1,4]oxazepin-3-yl)-1H-pyrazolo[4,3-b]pyridine-3-carboxamide C1(CC1)C1=CC=C2C(=N1)C(=NN2)C(=O)N[C@@H]2C(N(C1=C(OC2)C=CC=C1)C)=O